CN1CC=2NC3=CC=CC=C3C2CC1 2-methyl-1,2,3,4-tetrahydro-beta-carboline